CC1=CC=C(CC(N)C)C=C1 4-methylamphetamine